4-methyl-5-[3-methyl-7-[4-(4-methylpiperazin-1-yl)anilino]imidazo[4,5-b]pyridin-5-yl]oxy-pyridine-2-carbonitrile CC1=CC(=NC=C1OC1=CC(=C2C(=N1)N(C=N2)C)NC2=CC=C(C=C2)N2CCN(CC2)C)C#N